tetramethyl-1,4-xylene CC1=C(C(=C(C(=C1C)C)C)C)C